C1=CC=C(C(=C1)C2=C3C=C(C(=O)C(=C3OC4C2C=C(C(=C4I)[O-])I)I)I)C(=O)[O-] The molecule is a benzoate obtained by deprotonation of the carboxy and phenol groups of erythrosin. It is a member of benzoates and a phenolate anion. It is a conjugate base of an erythrosin.